O=C1NC(CCC1N1C(N(C2=C1C=CC(=C2)N2CCN(CC2)CC2CCN(CC2)C(=O)OC(C)(C)C)C)=O)=O Tert-butyl 4-[[4-[1-(2,6-dioxo-3-piperidyl)-3-methyl-2-oxo-benzimidazol-5-yl]piperazin-1-yl] methyl]piperidine-1-carboxylate